ClC=1C(=C(C=C(C1OC)F)C(C(CC(=O)O)C)=O)F 4-(3-chloro-2,5-difluoro-4-methoxyphenyl)-3-methyl-4-oxobutanoic acid